(S)-4-fluoro-2,3-dihydro-1H-inden-1-amine HCl Cl.FC1=C2CC[C@@H](C2=CC=C1)N